(2S,3R)-3-fluoro-4-oxo-1-(9-phenylfluoren-9-yl)pyrrolidine-2-carboxylic acid methyl ester COC(=O)[C@@H]1N(CC([C@@H]1F)=O)C1(C2=CC=CC=C2C=2C=CC=CC12)C1=CC=CC=C1